C(C)(C)(C)[Sn](C(C)(C)C)(Cl)Cl di-t-butyltin dichloride